zirconium-aluminium glycine NCC(=O)O.[Al].[Zr]